Tricosan-12-yl ((S)-(((2R,3S,5R)-5-(6-amino-2-fluoro-9H-purin-9-yl)-2-ethynyl-3-(((hexyloxy)carbonyl)oxy)tetrahydro-furan-2-yl)methoxy)(phenoxy)phosphoryl)-L-phenylalaninate NC1=C2N=CN(C2=NC(=N1)F)[C@H]1C[C@@H]([C@@](O1)(C#C)CO[P@](=O)(OC1=CC=CC=C1)N[C@@H](CC1=CC=CC=C1)C(=O)OC(CCCCCCCCCCC)CCCCCCCCCCC)OC(=O)OCCCCCC